bis(4-acryloxyethoxyphenyl) sulfone C(C=C)(=O)OCCOC1=CC=C(C=C1)S(=O)(=O)C1=CC=C(C=C1)OCCOC(C=C)=O